(R)-8-acryloyl-4-chloro-1-((S)-2,2-dimethyl-4-(4-methylpiperazin-1-yl)pyrrolidin-1-yl)-3-(2-fluorophenyl)-6,6a,7,8,9,10-hexahydro-12H-pyrazino[2,1-c]pyrido[3,4-f][1,4]oxazepin-12-one C(C=C)(=O)N1C[C@@H]2COC3=C(C(N2CC1)=O)C(=NC(=C3Cl)C3=C(C=CC=C3)F)N3C(C[C@@H](C3)N3CCN(CC3)C)(C)C